2-{[1-(4-fluorophenyl)-4-methyl-1H-1,2,3-triazol-5-yl]methoxy}-6-(oxolane-2-carbonyl)-5,6,7,8-tetrahydro-1,6-naphthyridine FC1=CC=C(C=C1)N1N=NC(=C1COC1=NC=2CCN(CC2C=C1)C(=O)C1OCCC1)C